C(C)(=O)C1(CCCCC1)S(=O)(=O)OO acetyl-peroxycyclohexanesulfonic acid